C(CCC)OCNC(C(=C)C)=O N-butoxymethyl-(methyl)acrylamide